7-chloro-1-((1-((2-(trimethylsilyl)ethoxy)methyl)-1H-imidazol-4-yl)methyl)quinazoline-2,4(1H,3H)-dione ClC1=CC=C2C(NC(N(C2=C1)CC=1N=CN(C1)COCC[Si](C)(C)C)=O)=O